monothiodiacetate C(CSCC(=O)[O-])(=O)[O-]